(2R,4R,5S,6S)-4-hydroxy-5-(2-hydroxyacetamido)-2-(2-(2-(prop-2-yn-1-yloxy)ethoxy)ethoxy)-6-((1S,2S)-1,2,3-trihydroxypropyl)tetrahydro-2H-pyran-2-carboxylic acid O[C@@H]1C[C@@](O[C@@H]([C@H]1NC(CO)=O)[C@H]([C@H](CO)O)O)(C(=O)O)OCCOCCOCC#C